C(CCCCCCCCCCCCCCC)N1C(=C(C(C=C1)=O)OCC1=CC=C(C=C1)O)C=O N-hexadecyl-2-formyl-3-(4-hydroxybenzyloxy)-pyridin-4-one